methylenebis(2,6-di-tert-butyl-phenol) C(C=1C(=C(C(=CC1)C(C)(C)C)O)C(C)(C)C)C=1C(=C(C(=CC1)C(C)(C)C)O)C(C)(C)C